(2R,3S)-3-(1H-imidazol-1-yl)-2-methylazetidine-1-carboxylic acid tert-butyl ester C(C)(C)(C)OC(=O)N1[C@@H]([C@H](C1)N1C=NC=C1)C